ClCC1=CC(=CC(=C1)F)C1CC1 1-(chloromethyl)-3-cyclopropyl-5-fluorobenzene